ClCC(=O)NC1=C(C=CC(=C1)C)COCCC 2-chloro-N-(5-methyl-2-(propoxymethyl)phenyl)acetamide